tert-butyl (S)-4-(6-chloro-7-(2,5-difluorophenyl)-1-(2-isopropyl-4-methylpyridin-3-yl)-2-oxo-1,2-dihydropyrido[2,3-d]pyrimidin-4-yl)-3-methylpiperazine-1-carboxylate ClC1=CC2=C(N(C(N=C2N2[C@H](CN(CC2)C(=O)OC(C)(C)C)C)=O)C=2C(=NC=CC2C)C(C)C)N=C1C1=C(C=CC(=C1)F)F